isoeugenyl formate C(=O)OC1=C(OC)C=C(C=CC)C=C1